N-(5-(2-(((1r,4r)-4-aminocyclohexyl)amino)-8-ethylquinazolin-6-yl)isoxazol-3-yl)-2-chlorobenzenesulfonamide NC1CCC(CC1)NC1=NC2=C(C=C(C=C2C=N1)C1=CC(=NO1)NS(=O)(=O)C1=C(C=CC=C1)Cl)CC